Tert-butyl 4-(4-(6-(1-(3-(1H-pyrazol-1-yl)propanoyl)-1,2,5,6-tetrahydropyridin-3-yl)-2-(dimethylcarbamoyl)-7-fluoro-1H-indol-4-yl)-5-chloro-2-fluorophenyl)piperazine-1-carboxylate N1(N=CC=C1)CCC(=O)N1CC(=CCC1)C1=CC(=C2C=C(NC2=C1F)C(N(C)C)=O)C1=CC(=C(C=C1Cl)N1CCN(CC1)C(=O)OC(C)(C)C)F